CC(=CCOC=1C=CC(=C(OCC(=O)O)C1)C(C=CC1=CC=C(C=C1)C)=O)C 2-[5-(3-Methylbut-2-enoxy)-2-[3-(4-methylphenyl)prop-2-enoyl]phenoxy]acetic acid